2-(5-acetamido-2-methoxyphenylamino)-4-(phenylamino)pyrimidine-5-carboxamide C(C)(=O)NC=1C=CC(=C(C1)NC1=NC=C(C(=N1)NC1=CC=CC=C1)C(=O)N)OC